C(C)(C)(C)CC(CC(=O)OCCCNCCC1=C(C=C(C=C1)F)F)=O 3-((2,4-difluorophenethyl)amino)propan-1-ol tertiary butyl-acetoacetate